2-fluoro-N-[2-(3-hydroxyphenyl)thieno[3,2-c]pyridin-4-yl]-N-[(3R)-3-piperidyl]-4-(triazolo[4,5-b]pyridin-3-yl)benzamide FC1=C(C(=O)N([C@H]2CNCCC2)C2=NC=CC3=C2C=C(S3)C3=CC(=CC=C3)O)C=CC(=C1)N1N=NC=3C1=NC=CC3